(2R,4S)-1-([1,3]dioxolo[4,5-c]pyridin-4-ylmethyl)-4-fluoro-N-(5-(pyridin-3-yl)pyrazin-2-yl)pyrrolidine-2-carboxamide O1COC=2C(=NC=CC21)CN2[C@H](C[C@@H](C2)F)C(=O)NC2=NC=C(N=C2)C=2C=NC=CC2